CC=1C(=NC=CC1)COC1=C(C=CC=C1)C 3-methyl-2-((o-tolyloxy)methyl)pyridine